COC1=C2CCC(CC2=CC=C1)N(C)C1=NC=CC=C1 ((5-methoxy-1,2,3,4-tetrahydronaphthalen-2-yl)(methyl)amino)pyridine